[Mo].[Mn].[Al].[Ti] titanium aluminum manganese molybdenum